5-(2-fluoro-6-hydroxyphenyl)-3-(4-((R)-hexahydropyrazino[2,1-c][1,4]oxazin-8(1H)-yl)-3-(3-bromopropyloxy)phenyl)-1-trityl-1H-pyrazolo[4,3-c]pyridazin-6(5H)-one FC1=C(C(=CC=C1)O)N1N=C2C(=CC1=O)N(N=C2C2=CC(=C(C=C2)N2C[C@@H]1COCCN1CC2)OCCCBr)C(C2=CC=CC=C2)(C2=CC=CC=C2)C2=CC=CC=C2